1,1'-spirobi[1H-indene] C12(C=CC3=CC=CC=C13)C=CC1=CC=CC=C12